dodecyl-trihydroxysilane C(CCCCCCCCCCC)[Si](O)(O)O